(S)-7-((6-((dimethyl-amino)methyl)-5-(tetrahydrofuran-3-yl)pyridin-2-yl)amino)-4-(1-methyl-1H-pyrrolo[2,3-b]pyridin-4-yl)-2,3-dihydro-1H-pyrrolo[3,4-c]pyridin-1-one CN(C)CC1=C(C=CC(=N1)NC=1C2=C(C(=NC1)C1=C3C(=NC=C1)N(C=C3)C)CNC2=O)[C@H]2COCC2